1-(4,5-dimethylbenzimidazol-1-yl)-4,4,5-trifluoro-3,3-dimethyl-isoquinoline CC1=C(C=CC=2N(C=NC21)C2=NC(C(C1=C(C=CC=C21)F)(F)F)(C)C)C